bis(4-(diphenylsulfonio)phenyl)sulfide C1(=CC=CC=C1)[S+](C1=CC=C(C=C1)SC1=CC=C(C=C1)[S+](C1=CC=CC=C1)C1=CC=CC=C1)C1=CC=CC=C1